OCCNC1=CC=CC(=N1)C(=O)NC1=CC2=C(N=C(S2)N2CCOCC2)C=C1 6-((2-hydroxyethyl)amino)-N-(2-morpholinobenzo[d]thiazol-6-yl)picolinamide